C(C1=CC=CC=C1)OC=1C=C(C=CC1)N1CC2CCC(C1)N2C(=O)OC(C)(C)C tert-butyl 3-(3-benzyloxyphenyl)-3,8-diazabicyclo[3.2.1]octane-8-carboxylate